O=C1NC(CCC1NC1=CC=C(C=C1)CCN1CCN(CC1)C(CCCCCCCNC(=O)C=1C=NN2C1N=C(C=C2)N2[C@H](CCC2)C2=C(C=CC(=C2)F)F)=O)=O |r| N-[8-[4-[2-[4-[(2,6-dioxo-3-piperidyl)amino]phenyl]ethyl]piperazin-1-yl]-8-oxo-octyl]-5-[rac-(2R)-2-(2,5-difluorophenyl)pyrrolidin-1-yl]pyrazolo[1,5-a]pyrimidine-3-carboxamide